FC1=CC(=C2C=CN(C2=C1)C)N1C(C2=CC(=CC=C2C(=C1)C(=O)N1CCCCC1)OC)=O 2-(6-fluoro-1-methyl-1H-indol-4-yl)-7-methoxy-4-(piperidine-1-carbonyl)isoquinolin-1(2H)-one